FC1=C(C=CC=C1)C=1C(=C(OC1)C(=O)N)CC=1SC(=CC1)C1=CC=C(C=C1)O (2-fluorophenyl)-((5-(4-hydroxyphenyl)thiophen-2-yl)methyl)furan-2-carboxamide